CC(CO)CCCO 2-methyl-1,5-pentanediol